(1R,3R)-N-(4-(2-(4-bromophenyl)-1-oxopropan-2-yl)thiazol-2-yl)-3-(((tert-butyldiphenylsilyl)oxy)methyl)cyclobutanecarboxamide tert-butyl-((1-(fluoromethyl)cyclopropyl)methyl)carbamate C(C)(C)(C)N(C(O)=O)CC1(CC1)CF.BrC1=CC=C(C=C1)C(C=O)(C)C=1N=C(SC1)NC(=O)C1CC(C1)CO[Si](C1=CC=CC=C1)(C1=CC=CC=C1)C(C)(C)C